(trifluoromethyl)-1H-pyrazole-5-carboxamide hydrochloride Cl.FC(F)(F)N1N=CC=C1C(=O)N